((5-nitro-1-(phenylsulfonyl)-1H-pyrrolo[2,3-b]pyridin-4-yl)amino)pyrrolidin [N+](=O)([O-])C=1C(=C2C(=NC1)N(C=C2)S(=O)(=O)C2=CC=CC=C2)NN2CCCC2